(R)-8-methoxy-3,5-dimethyl-7-(3-nitrophenyl)isochroman-1-one COC=1C(=CC(=C2C[C@H](OC(C12)=O)C)C)C1=CC(=CC=C1)[N+](=O)[O-]